C(=O)(O)[C@H](CC(=O)N1CC2=CC(=CC(=C2C1C)F)OC)C 2-((S)-3-carboxybutanoyl)-4-fluoro-6-methoxy-3-methylisoindolin